CC1=COC2=C1C(C(C1=C2C=CC2=C(C=CC=C21)C)=O)=O 1,6-dimethylnaphtho[1,2-g][1]benzofuran-10,11-dione